tert-Butyl (2S,4R)-2-(5,6-diaminopyridin-2-yl)-4-(difluoromethyl)-4-hydroxypiperidine-1-carboxylate NC=1C=CC(=NC1N)[C@H]1N(CC[C@](C1)(O)C(F)F)C(=O)OC(C)(C)C